ClC=1C=CC(=NC1)COC1=CC=CC(=N1)NC1CCN(CC1)CC1=NC2=C(N1C[C@H]1OCC1)C=C(C=C2)C(=O)O (S)-2-((4-((6-((5-chloropyridin-2-yl)methoxy)pyridin-2-yl)amino)piperidin-1-yl)methyl)-1-(oxetan-2-ylmethyl)-1H-benzo[d]imidazole-6-carboxylic acid